C1(=CC=C2C=CC3=CC=CC4=CC=C1C2=C34)C(=O)N 1-pyrenamide